(S)-6-(4-chlorobenzyl)-9-isopropyl-2-(pyrazin-2-yl)-2,6,9-triazaspiro[4.5]decane-7,10-dione ClC1=CC=C(CN2[C@]3(CCN(C3)C3=NC=CN=C3)C(N(CC2=O)C(C)C)=O)C=C1